N[C@H]1C[C@H](CCC1)NC(C=C)=O N-((1S,3R)-3-aminocyclohexyl)acrylamide